5-(4-((1-(3-((4-((3-chloro-4-fluorophenyl)amino)-7-methoxyquinazolin-6-yl)oxy)propyl)Piperidin-4-yl)methyl)-2,6-dimethylpiperazin-1-yl)-2-(2,6-dioxopiperidin-3-yl)isoindoline ClC=1C=C(C=CC1F)NC1=NC=NC2=CC(=C(C=C12)OCCCN1CCC(CC1)CN1CC(N(C(C1)C)C=1C=C2CN(CC2=CC1)C1C(NC(CC1)=O)=O)C)OC